4-(8-(2-hydroxy-2,3-dihydro-1H-inden-5-yl)-5-{[(3R)-1-methylpiperidin-3-yl]methoxy}imidazo[1,2-c]pyrimidin-7-yl)benzonitrile OC1CC2=CC=C(C=C2C1)C=1C=2N(C(=NC1C1=CC=C(C#N)C=C1)OC[C@H]1CN(CCC1)C)C=CN2